ClC1=C(C=C(C=C1)C1=NC=NC=C1)CNC1=NN2C(NC(=CC2=O)CCC)=N1 2-[(2-chloro-5-pyrimidin-4-yl-phenyl)methylamino]-5-propyl-4H-[1,2,4]triazolo[1,5-a]-pyrimidin-7-one